O=C1NC(CCC1N1C(C2=CC=CC(=C2C1)SCCCCCC(=O)N1CCN(CC1)C1=CC=C(C(=O)N2CCC(CC2)CCCCNC(\C=C\C=2C=NC=CC2)=O)C=C1)=O)=O (E)-N-(4-(1-(4-(4-(6-((2-(2,6-dioxopiperidin-3-yl)-1-oxoisoindoline-4-yl)thio)hexanoyl)piperazin-1-yl)benzoyl)piperidin-4-yl)butyl)-3-(pyridin-3-yl)acrylamide